[Cl-].IC1=CC=C(C=C1)N1NC(=NN1C1=CC=C(C=C1)[N+](=O)[O-])C1=CC=CC=C1 2-(p-iodophenyl)-3-p-nitrophenyl-5-phenyltetrazole chloride